(R)-5,5-difluoro-3-(1-(2-(trimethylsilyl)-1H-indol-3-yl)propan-2-yl)-1,3-oxazinan-2-one FC1(CN(C(OC1)=O)[C@@H](CC1=C(NC2=CC=CC=C12)[Si](C)(C)C)C)F